C(C)N1C(NC2=CC(=CC=C2C1=O)CN1CCC(CC1)N1N=C(C=C1)C(=O)NC)=O 1-(1-((3-ethyl-2,4-dioxo-1,2,3,4-tetrahydroquinazolin-7-yl)methyl)piperidin-4-yl)-N-methyl-1H-pyrazole-3-carboxamide